CC(C)(C1=NC=CC=C1)NC(=O)[C@H]1CN(CC[C@@H]1NC(=O)C1=NOC(=C1)C1=C(C=C(C=C1)F)F)CC1CC1 (3S,4S)-1-cyclopropylmethyl-4-{[5-(2,4-difluoro-phenyl)-isoxazole-3-carbonyl]-amino}-piperidine-3-carboxylic acid (1-methyl-1-pyridin-2-yl-ethyl)-amide